N-(4-bromophenyl)-2-(2-(cyclopropanesulfonamido)thiazol-4-yl)acetamide BrC1=CC=C(C=C1)NC(CC=1N=C(SC1)NS(=O)(=O)C1CC1)=O